C(C(C)=N)=O propan-1-one-2-imine